COC=1C=C2C(=CNC2=CC1)C=1C=C(SC1)C(CC(=O)OC)=O Methyl 3-(4-(5-methoxy-1H-indol-3-yl) thiophen-2-yl)-3-oxopropanoate